N-(3-diethoxymethylsilylpropyl)phthalic acid amide C(C)OC(OCC)[SiH2]CCCNC(C=1C(C(=O)O)=CC=CC1)=O